FC=1C=C(C=CC1)C1=NN2C(=NC=3C(=CC=CC3C2=N1)C(F)(F)F)NC=1C(N=CC=NC1)=O (6R)-6-{[2-(3-fluorophenyl)-7-(trifluoromethyl)[1,2,4]triazolo[1,5-c]quinazolin-5-yl]amino}-1,4-diazepin-5-one